(S)-2-(2,6-difluorophenyl)pyrrolidine FC1=C(C(=CC=C1)F)[C@H]1NCCC1